BrC1=CN(C2=C1C(=NC=C2)N2C(CN(CC2)C(=O)OC(C)(C)C)C)C2=CC(=CC=C2)Cl tert-butyl 4-(3-bromo-1-(3-chlorophenyl)-1H-pyrrolo[3,2-c]pyridin-4-yl)-3-methylpiperazine-1-carboxylate